OC(CCCCCCCC(=O)O)CCCCCCCC 9-hydroxyheptadecanoic acid